C[Si](CCOCN1C=NC2=NC(=NC(=C12)OCC1=CC=C(C=C1)C=1N(C=C(N1)C(F)(F)F)C)C1=C(C=CC=C1)C(F)(F)F)(C)C trimethyl-[2-[[6-[[4-[1-methyl-4-(trifluoromethyl)imidazol-2-yl]phenyl]methoxy]-2-[2-(trifluoromethyl)phenyl]purin-7-yl]methoxy]ethyl]silane